vinyl-1H-indazole C(=C)N1N=CC2=CC=CC=C12